NC1=NC=C(C(=N1)N)OC1=CC(=NC=C1C(C)C)C#CCO 3-(4-((2,4-diaminopyrimidin-5-yl)oxy)-5-isopropylpyridin-2-yl)prop-2-yn-1-ol